3-bromo-5-oxa-7-(trifluoromethyl)-5,6-dihydro-1,6-naphthyridine-8-carboxylic acid methyl ester COC(=O)C1=C(NOC=2C=C(C=NC12)Br)C(F)(F)F